8-bromo-4-chloro-3-propoxy-5,6,7,8-tetrahydronaphthalene-2-carbonitrile BrC1CCCC=2C(=C(C(=CC12)C#N)OCCC)Cl